C(CCC)C1=CC2=C(OPOC3=C2C=C(C=C3CCCC)CCCC)C(=C1)CCCC 2,4,8,10-tetrabutyldibenzo[d,f][1,3,2]dioxaphosphepin